OC(C)(C)C1=CC=C(C=C1)N1[C@@H](CN(CC1)C1=C(C(=C(N=N1)C(=O)C1=CC=CC=C1)C)C)C (6-{(R)-4-[4-(1-hydroxy-1-methyl-ethyl)-phenyl]-3-methyl-piperazin-1-yl}-4,5-dimethyl-pyridazin-3-yl)-phenyl-methanone